C(=O)(OC(C)(C)C)N[C@@H](CC1=CC=CC=C1)CC(=O)O Boc-(S)-beta-Homophenylalanine